ClC=1C=CC(=C(C1)C1=CC(=NC=C1C(=O)NC=1SC=2C(=NC=C(N2)N2CC(N(CC2)C)C(F)(F)F)N1)C)OC 4-(5-chloro-2-methoxyphenyl)-6-methyl-N-[6-[4-methyl-3-(trifluoromethyl)piperazin-1-yl]thiazolo[4,5-b]pyrazin-2-yl]nicotinamide